1-((3,7-dimethyloct-6-en-1-yl)oxy)-3-methyldodec-1-ene CC(CCOC=CC(CCCCCCCCC)C)CCC=C(C)C